5-chlorotricyclo[3.3.1.13,7]decan ClC12CC3CC(CC(C1)C3)C2